4-Chloro-7-((3aR,4R,6R,6aS)-2,2-dimethyl-6-vinyltetrahydrothieno[3,4-d][1,3]dioxol-4-yl)-7H-pyrrolo[2,3-d]pyrimidine ClC=1C2=C(N=CN1)N(C=C2)[C@@H]2S[C@@H]([C@H]1OC(O[C@H]12)(C)C)C=C